2',4'-dichloro-5'-[4-(difluoromethyl)-4,5-dihydro-3-methyl-5-oxo-1H-1,2,4-triazol-1-yl]methanesulfonanilide ClC1=C(NS(=O)(=O)C)C=C(C(=C1)Cl)N1N=C(N(C1=O)C(F)F)C